C(CCCCCCCCCC=CCCCCCCCC)(=O)OCCCCCCCCCCCCCCCCCCCCCCCCCC(C)C 26-methylheptacosyl eicos-11-enoate